4-ethoxy-6-(1-(7-(2-(ethyl(methyl)amino)ethyl)-5-(5-methyl-1H-imidazo[4,5-b]pyridin-6-yl)-1-oxo-3,4-dihydroisoquinolin-2(1H)-yl)ethyl)nicotinonitrile C(C)OC1=CC(=NC=C1C#N)C(C)N1C(C2=CC(=CC(=C2CC1)C=1C=C2C(=NC1C)N=CN2)CCN(C)CC)=O